ClC=1C=C(C=CC1F)NC(=O)C1=C(N=CN1C)C1CC2CC(CC2C1)(CS(=O)(=N)C)O N-(3-chloro-4-fluorophenyl)-4-(5-hydroxy-5-((S-methylsulfonimidoyl)-methyl)octahydropentalen-2-yl)-1-methyl-1H-imidazole-5-carboxamide